C1(=CC=CC=C1)[Se][Se][Se]C1=CC=CC=C1 diphenyl triselenide